2-amino-N-isopropyl-5-(4-(2-(isoquinolin-5-yl)acetamido)-2-methylphenyl)nicotinamide NC1=C(C(=O)NC(C)C)C=C(C=N1)C1=C(C=C(C=C1)NC(CC1=C2C=CN=CC2=CC=C1)=O)C